4-(1-benzyl-5-methoxy-2-methyl-1H-indol-3-yl)-2-(1-benzyl-6-methoxy-1H-indol-3-yl)thiazole C(C1=CC=CC=C1)N1C(=C(C2=CC(=CC=C12)OC)C=1N=C(SC1)C1=CN(C2=CC(=CC=C12)OC)CC1=CC=CC=C1)C